methyl-5-(1-methylimidazol-4-yl)-6-[3-(trifluoromethyl)anilino]pyridine-3-sulfonamide tert-Butyl-(R)-(1-(2-hydroxy-2-methylpropyl)piperidin-3-yl)carbamate C(C)(C)(C)N(C(O)=O)[C@H]1CN(CCC1)CC(C)(C)O.CC1=NC(=C(C=C1S(=O)(=O)N)C=1N=CN(C1)C)NC1=CC(=CC=C1)C(F)(F)F